N1N=CC(=C1)N1C(C=CC=C1)=O (1H-pyrazol-4-yl)pyridin-2(1H)-one